ClC1=C(C(=O)N[C@@H]2[C@H](CN(CC2)C2=NC=C(C=C2)C2=C3C=CC=NC3=CC(=N2)C=2C=NN(C2)C)O)C=CC=C1 2-Chloro-N-((3S,4S)-3-hydroxy-1-(5-(7-(1-methyl-1H-pyrazol-4-yl)-1,6-naphthyridin-5-yl)pyridin-2-yl)piperidin-4-yl)benzamide